2-methoxy-5-[2-(cyclopropylmethyl)-6-[3-(trifluoromethyl)phenyl]imidazo[1,2-a]pyrazin-3-yl]phenol COC1=C(C=C(C=C1)C1=C(N=C2N1C=C(N=C2)C2=CC(=CC=C2)C(F)(F)F)CC2CC2)O